2-[(3-bromo-4-fluoro-phenoxy)methyl]-5-fluoro-benzonitrile BrC=1C=C(OCC2=C(C#N)C=C(C=C2)F)C=CC1F